ClC1=C(OC2(CC2)C(=O)N(C)C)C=C(C(=C1)F)N1C(N(C(N(C1=O)C)=S)C)=O 1-[2-chloro-5-(3,5-dimethyl-2,6-dioxo-4-sulfanylidene-1,3,5-triazinan-1-yl)4-fluorophenoxy]-N,N-dimethylcyclopropanecarboxamide